C(C1=CC=CC=C1)OC=1C=CC2=C(C(=C(O2)C)C(=O)N[C@@H]2CN[C@@H](C2)CO)C1 5-(benzyloxy)-N-((3S,5S)-5-(hydroxymethyl)pyrrolidin-3-yl)-2-methylbenzofuran-3-carboxamide